C(C([2H])([2H])[2H])(C([2H])([2H])[2H])(C([2H])([2H])[2H])O t-butanol-d9